CC=1N=C2C=CC=CC2=C2C=CC(=CC12)C 6,8-dimethyl-phenanthridine